tert-butyl 2-(4-(prop-1-en-2-yl) pyridin-3-yl)-1H-pyrrole-1-carboxylate C=C(C)C1=C(C=NC=C1)C=1N(C=CC1)C(=O)OC(C)(C)C